tri(4-methoxyphenyl)phosphonium hexafluoroantimonate F[Sb-](F)(F)(F)(F)F.COC1=CC=C(C=C1)[PH+](C1=CC=C(C=C1)OC)C1=CC=C(C=C1)OC